({4-[(1-methyl-2-oxopyridin-3-yl)amino]-5-(methylcarbamoyl)pyridin-2-yl}amino)pyridine-3-carboxylic acid CN1C(C(=CC=C1)NC1=CC(=NC=C1C(NC)=O)NC1=NC=CC=C1C(=O)O)=O